3-endo-(8-{2-[(4,4-difluorocyclohexylmethyl)-((S)-2,3-dihydroxy-propionyl)amino]ethyl}-8-azabicyclo[3.2.1]oct-3-yl)-benzamide TFA salt OC(=O)C(F)(F)F.FC1(CCC(CC1)CN(CCN1C2CC(CC1CC2)C=2C=C(C(=O)N)C=CC2)C([C@H](CO)O)=O)F